BrC1=NC(=CC(=C1)C(CNCC(C(F)(F)F)O)O)Cl 3-((2-(2-bromo-6-chloropyridin-4-yl)-2-hydroxyethyl)amino)-1,1,1-trifluoro-propan-2-ol